ClC1=CC(=C(C=C1)CN)C (4-Chloro-2-methylphenyl)methanamine